3-(4-fluorophenyl)acrylamide FC1=CC=C(C=C1)C=CC(=O)N